Methyl 3-(4-pyrazin-2-ylpyridazin-1-ium-1-yl)propanoate Chloride [Cl-].N1=C(C=NC=C1)C1=CN=[N+](C=C1)CCC(=O)OC